ClC1=C(C(=CC(=C1)F)Cl)C1=CC(=C(C(=C1)C)F)[C@H](CC(=O)OCC)NC(C(CC(C)C)N1C(C=C(C(=C1)CCN(C)C)C(F)(F)F)=O)=O Ethyl (3S)-3-(2',6'-dichloro-4,4'-difluoro-5-methyl-[1,1'-biphenyl]-3-yl)-3-(2-(5-(2-(dimethylamino)ethyl)-2-oxo-4-(trifluoromethyl)pyridin-1(2H)-yl)-4-methylpentanamido)propanoate